manganese(II) hypophosphite monohydrate O.[PH2](=O)[O-].[Mn+2].[PH2](=O)[O-]